(3aR,6R,6aR)-6-(hydroxymethyl)-2,2-dimethyltetrahydrofuro[3,4-d][1,3]dioxol-4-ol OC[C@H]1OC([C@H]2[C@@H]1OC(O2)(C)C)O